(4-methylpiperazin-1-yl)butan-1-one 2-methylpiperazine-1-carboxylate CC1N(CCNC1)C(=O)O.CN1CCN(CC1)C(CCC)=O